tert-Butyl (3-cyano-7-fluoro-4-(5-fluoro-3-((1R,5S)-3-methyl-3,6-diazabicyclo[3.2.1]octan-6-yl)-7,9-dihydrofuro[3,4-f]quinazolin-6-yl)thieno[3,2-c]pyridin-2-yl)carbamate C(#N)C1=C(SC2=C1C(=NC=C2F)C=2C1=C(C=3C=NC(=NC3C2F)N2[C@@H]3CN(C[C@H](C2)C3)C)COC1)NC(OC(C)(C)C)=O